5-bromo-3-fluoro-6-(methoxymethoxy)quinoline tert-Butyl-4-(2-hydroxyethyl)-3,4-dihydroisoquinoline-2(1H)-carboxylate C(C)(C)(C)OC(=O)N1CC2=CC=CC=C2C(C1)CCO.BrC1=C2C=C(C=NC2=CC=C1OCOC)F